C12CN(CC(CCC1)N2)C=2OC1=C(N2)C(=C(C=C1C=1SC=CN1)C(C)(C)O)OC(F)(F)F 2-(2-(3,9-diazabicyclo[3.3.1]nonan-3-yl)-7-(thiazol-2-yl)-4-(trifluoromethoxy)benzo[d]oxazol-5-yl)propan-2-ol